1-(5-bromo-3-pyridinyl)-3-chloro-propan-1-ol BrC=1C=C(C=NC1)C(CCCl)O